9-Amino-3-azaspiro[5.5]undecan-3-carboxylate NC1CCC2(CCN(CC2)C(=O)[O-])CC1